tert-butyl 3-(2-(1-methyl-1H-pyrazol-3-yl)-6-(3,3,3-trifluoropropoxy)pyridin-3-yl)-2,5-dihydro-1H-pyrrole-1-carboxylate CN1N=C(C=C1)C1=NC(=CC=C1C=1CN(CC1)C(=O)OC(C)(C)C)OCCC(F)(F)F